C(C)(C)(C)C=1C=C(C=C(C1OC)C(C)(C)C)C=1C=CC=C2C=C(CC12)C 7-(3,5-di-tert-butyl-4-methoxyphenyl)-2-methyl-1H-indene